(R)-3-(5-(3-(((1s,4s)-4-(trifluoromethyl)cyclohexyl)amino)pyridin-2-yl)-1,3,4-oxadiazol-2-yl)-3-vinylpyrrolidin-2-one FC(C1CCC(CC1)NC=1C(=NC=CC1)C1=NN=C(O1)[C@]1(C(NCC1)=O)C=C)(F)F